decenyl phosphate P(=O)(OC=CCCCCCCCC)([O-])[O-]